(4-cyclobutylphenyl)-2-(3,6-dihydro-2H-pyran-4-yl)-5,7-dihydrofuro[3,4-d]pyrimidin-4-amine C1(CCC1)C1=CC=C(C=C1)C1OCC=2N=C(N=C(C21)N)C=2CCOCC2